OC1(CCOCC1)C#CC1=CC=NC2=C1OC[C@@H](C(N2C)=O)NC(C2=NC=CC(=C2)OC2=CC=CC=C2)=O (S)-N-(9-((4-hydroxytetrahydro-2H-pyran-4-yl)ethynyl)-5-methyl-4-oxo-2,3,4,5-tetra-hydropyrido[3,2-b][1,4]oxazepin-3-yl)-4-phenoxypicolinamide